{5-[2-(2-chlorophenyl)acetamido]pyridazin-3-yl}-N-phenylacetamide ClC1=C(C=CC=C1)CC(=O)NC=1C=C(N=NC1)CC(=O)NC1=CC=CC=C1